monobromoimidazole BrC=1NC=CN1